3-(aminomethyl)-4-chloro-6-methyl-1H-pyridin-2-one NCC=1C(NC(=CC1Cl)C)=O